OC1=C(C=CC=C1)C1=CC2=C(N=N1)C=CC(=N2)N2CC1(CN(C1)C1=NOC(=C1)C(C(=O)OC)C(C)C)C2 methyl 2-(3-{6-[3-(2-hydroxyphenyl)pyrido[3,2-c]pyridazin-6-yl]-2,6-diazaspiro[3.3]heptan-2-yl}-1,2-oxazol-5-yl)-3-methylbutanoate